O(C1=CC=CC=C1)C=1C=C(C=CC1)C1=NC2=C(N1)C=CC(=C2)N 2-(3-phenoxyphenyl)-1H-benzo[d]imidazol-5-amine